C(C)(C)O[Ti+3] isopropoxy-titanium (IV)